9-((tert-butoxycarbonyl) amino)-6,7,8,9-tetrahydro-5H-cyclohepta[c]pyridin-3-yl triflate O(S(=O)(=O)C(F)(F)F)C1=CC2=C(C=N1)C(CCCC2)NC(=O)OC(C)(C)C